CC1CCC(N(C1)C(=O)OC(C)(C)C)C(C#C)=O tert-Butyl 5-methyl-2-prop-2-ynoyl-piperidine-1-carboxylate